ClC=1C=C2C=NN(C2=CC1N1CCN(CC1)C1(COC1)C)C=1C=NN(C1)[C@@H]1C[C@H](C1)C(=O)NC trans-3-(4-(5-chloro-6-(4-(3-methyloxetan-3-yl)piperazin-1-yl)-1H-indazol-1-yl)-1H-pyrazol-1-yl)-N-methylcyclobutane-1-carboxamide